allyl-ethanolamine diphosphonate P(=O)(O)OP(=O)O.C(C=C)C(O)CN